2-[1-(2-benzyloxy-7-methyl-4-oxo-pyrido[1,2-a]pyrimidin-9-yl)ethylamino]benzenesulfonamide C(C1=CC=CC=C1)OC=1N=C2N(C(C1)=O)C=C(C=C2C(C)NC2=C(C=CC=C2)S(=O)(=O)N)C